N-(4'-(tert-butoxymethyl)-[1,1'-biphenyl]-4-yl)-2-(4-fluorophenoxy)-2-methylpropanamide C(C)(C)(C)OCC1=CC=C(C=C1)C1=CC=C(C=C1)NC(C(C)(C)OC1=CC=C(C=C1)F)=O